N1,N1,N3,N3-tetramethyl-2,3-dihydro-1H-indene-1,3-dicarboxamide CN(C(=O)C1CC(C2=CC=CC=C12)C(=O)N(C)C)C